ClC=1C(=CC2=C(N=C(O2)C)C1)C1=CC=C(S1)C(=O)NC1=C(C=CC=C1)F [5-(5-chloro-2-methylbenzoxazol-6-yl)(2-thienyl)]-N-(2-fluorophenyl)carboxamide